N[C@H]1COC2=C1C(=CC(=C2)C#N)F |o1:1| rel-(3R)-3-amino-4-fluoro-2,3-dihydro-1-benzofuran-6-carbonitrile